2-(2-oxa-7-azaspiro[4.4]nonan-7-yl)ethanamine C1OCCC12CN(CC2)CCN